1-(4-((1H-benzo[d]imidazol-2-yl)methyl)-2-fluorophenyl)-3-isopropyl-5-(4-(methylamino)cyclohex-1-en-1-yl)imidazo[1,5-a]pyrazin-8-amine N1C(=NC2=C1C=CC=C2)CC2=CC(=C(C=C2)C=2N=C(N1C2C(=NC=C1C1=CCC(CC1)NC)N)C(C)C)F